(S)-1-tert-butyl 4-ethyl 3-((1-phenylethyl)amino)-5,6-dihydropyridine-1,4(2H)-dicarboxylate C1(=CC=CC=C1)[C@H](C)NC=1CN(CCC1C(=O)OCC)C(=O)OC(C)(C)C